(5-amino-1-{6-[(2,6-difluorophenyl)oxy]-4-methylpyridin-3-yl}pyrazol-4-yl)[6-(hydroxymethyl)-7-(1-methylazetidin-3-yl)-6,7,8,9-tetrahydro-3H-pyrrolo[3,2-f]isoquinolin-2-yl]methanone NC1=C(C=NN1C=1C=NC(=CC1C)OC1=C(C=CC=C1F)F)C(=O)C1=CC2=C3CCN(C(C3=CC=C2N1)CO)C1CN(C1)C